CC1(CC(C1)C=1C=2N(N=C(C1)N1C(NC(C=C1)=O)=O)C=CN2)C (8-(3,3-dimethylcyclobutyl)imidazo[1,2-b]pyridazin-6-yl)pyrimidine-2,4(1H,3H)-dione